(5S)-5-[[(4Z)-4-(1,3-Benzothiazol-6-ylmethylene)-5-oxo-1H-imidazol-2-yl]amino]piperidin-2-one S1C=NC2=C1C=C(C=C2)\C=C\2/N=C(NC2=O)N[C@H]2CCC(NC2)=O